COC1=CC(=C(C=N1)C#N)C1=CN=C2N1N=C(C=C2)C2=CC(=CC=C2)O[C@H](CN2N=NN=C2)C 6-methoxy-4-[6-(3-{[(2S)-1-(1H-tetrazol-1-yl)propan-2-yl]oxy}phenyl)imidazo[1,2-b]pyridazin-3-yl]pyridine-3-carbonitrile